C(C1=CC=CC=C1)(=O)NC1=NC2=C(N1)C=C(C=C2)C=2C=C(C(=O)NCCC(C)C)C=CC2 3-(2-benzamido-1H-benzo[d]imidazol-6-yl)-N-isopentylbenzamide